C(C)C1=CC(=NO1)C=1C=C2CC[C@H](C2=CC1)NC(C1=CC(=NC=C1)C)=O (R)-N-(5-(5-ethylisoxazol-3-yl)-2,3-dihydro-1H-inden-1-yl)-2-methylisonicotinamide